6-chloro-4-methoxy-N-(5-(thiophen-2-yl)-1,3,4-oxadiazol-2-yl)pyridazine-3-carboxamide ClC1=CC(=C(N=N1)C(=O)NC=1OC(=NN1)C=1SC=CC1)OC